NC=1C=2N(C3=CC(=C(C=C3N1)F)C(=O)N1[C@H]3C4=C(O[C@@H](CC1)C3)C=C(C=C4)C(F)(F)F)C=NC2 (4-amino-7-fluoroimidazo[1,5-a]quinoxalin-8-yl)((2S,6R)-9-(trifluoromethyl)-3,4-dihydro-2H-2,6-methanobenzo[b][1,5]oxazocin-5(6H)-yl)methanone